COC1=CC(=NC=N1)N1CCC(CC1)C=O [1-(6-methoxypyrimidin-4-yl)-4-piperidinyl]methanone